1-(2-methyl-1-(methylamino)-1-oxopropan-2-yl)-N-((5-phenyl-1,3,4-thiadiazol-2-yl)methyl)-1H-1,2,3-triazole-4-carboxamide CC(C(=O)NC)(C)N1N=NC(=C1)C(=O)NCC=1SC(=NN1)C1=CC=CC=C1